isopropyl 3-(3-acrylamido-4-methylphenyl)-2-(4-(2-(dimethylamino)ethyl)phenyl)-1H-pyrrolo[2,3-b]pyridine-5-carboxylate C(C=C)(=O)NC=1C=C(C=CC1C)C1=C(NC2=NC=C(C=C21)C(=O)OC(C)C)C2=CC=C(C=C2)CCN(C)C